NC1=NN2C(C=C(C=C2)C=2C(=C(C(=O)NCC(C(O)C3=NC=C(C=C3)F)(F)F)C(=CC2)Cl)F)=N1 3-{2-amino-[1,2,4]triazolo[1,5-a]pyridin-7-yl}-6-chloro-N-[2,2-difluoro-3-(5-fluoropyridin-2-yl)-3-hydroxypropyl]-2-fluorobenzamide